N-(4-phenyl-6-phenylsulfanyl-pyrimidin-2-yl)benzenesulfonamide C1(=CC=CC=C1)C1=NC(=NC(=C1)SC1=CC=CC=C1)NS(=O)(=O)C1=CC=CC=C1